(2S)-2-(4-(3-chlorophenyl)-3-hydroxy-4-methyl-3-phenylpentanamido)-N-((S)-4-(ethylamino)-3,4-dioxo-1-((S)-2-oxopyrrolidin-3-yl)butan-2-yl)hexanamide ClC=1C=C(C=CC1)C(C(CC(=O)N[C@H](C(=O)N[C@@H](C[C@H]1C(NCC1)=O)C(C(=O)NCC)=O)CCCC)(C1=CC=CC=C1)O)(C)C